N-(6-chloro-4-methoxypyridin-2-yl)-1,1-diphenylmethanimine ClC1=CC(=CC(=N1)N=C(C1=CC=CC=C1)C1=CC=CC=C1)OC